methyl (3R)-3-(tert-butoxycarbonylamino)-8-fluoro-4-oxo-5-[[4-(trifluoromethoxy)phenyl]methyl]-2,3-dihydro-1,5-benzothiazepine-7-carboxylate C(C)(C)(C)OC(=O)N[C@H]1CSC2=C(N(C1=O)CC1=CC=C(C=C1)OC(F)(F)F)C=C(C(=C2)F)C(=O)OC